C(C)NCC(C[SiH2]C(OCC)OCC)C N-Ethyl-3-Amino-2-methylpropyldiethoxymethylsilan